ClC=1C=C(C=NC2=CC(=CC(=C2)Cl)Cl)C=CC1 N-(3-chlorobenzylidene)-3,5-dichloro-benzenamine